C(C)(C)(C)OC(=O)N1N=C(C=C1)OCCC1C2(C13CC3)CC2 3-(2-dispiro[2.0.2.1]heptane-7-ylethoxy)pyrazole-1-carboxylic acid tert-butyl ester